(4-(1H-pyrazol-3-yl)-1-(4-(trifluoromethoxy)phenyl)-1H-pyrazolo[3,4-b]pyridin-3-yl)methanamine 2,2,2-trifluoroacetate salt FC(C(=O)O)(F)F.N1N=C(C=C1)C1=C2C(=NC=C1)N(N=C2CN)C2=CC=C(C=C2)OC(F)(F)F